(R)-2-(3-(2,5-dichloropyrimidin-4-yl)-5-oxo-5,7-dihydro-6H-pyrrolo[3,4-b]pyridin-6-yl)-N-((S)-2-hydroxy-1-(m-tolyl)ethyl)propionamide ClC1=NC=C(C(=N1)C=1C=C2C(=NC1)CN(C2=O)[C@@H](C(=O)N[C@H](CO)C=2C=C(C=CC2)C)C)Cl